3-[tert-butoxycarbonyl-[(3-methylsulfanyl-1H-pyrazol-5-yl)methyl]amino]propyl methanesulfonate CS(=O)(=O)OCCCN(CC1=CC(=NN1)SC)C(=O)OC(C)(C)C